ClC1=CC(=CC2=CC=CC=C12)C 4-chloro-2-methylnaphthalene